C1(=CCCC1)C1=NC(=C(C(=O)NC(C)C=CS(=O)(=O)C)C=C1F)OC1=CC=CC=C1 6-(cyclopent-1-en-1-yl)-5-fluoro-N-(4-(methylsulfonyl)but-3-en-2-yl)-2-phenoxynicotinamide